6-fluoro-N-methyl-5-(piperazin-1-yl)picolinamide hydrogen chloride Cl.FC1=C(C=CC(=N1)C(=O)NC)N1CCNCC1